1-[(1Z,14Z)-1-nonylcosan-11,14-dien-1-yl]pyrrolidine C(CCCCCCCC)C(CCCCCCCCCC=CC\C=C/CCCCC)N1CCCC1